6-((3-fluorobenzyl)amino)-5-(o-tolyl)-1H-pyrazolo[3,4-d]pyrimidin-4(5H)-one FC=1C=C(CNC=2N(C(C3=C(N2)NN=C3)=O)C3=C(C=CC=C3)C)C=CC1